di-t-butylhydroxycinnamate C(C)(C)(C)C1=C(C(=C(C(=O)[O-])O)C(C)(C)C)C=CC=C1